1-(3-((6-chloro-2-cyclopropyl-1-(1-ethyl-1H-pyrazol-4-yl)-7-fluoro-1H-indol-3-yl)thio)-2-fluorophenyl)cyclopropanecarboxylic acid ClC1=CC=C2C(=C(N(C2=C1F)C=1C=NN(C1)CC)C1CC1)SC=1C(=C(C=CC1)C1(CC1)C(=O)O)F